C(C)(C)(C)N1C=C(C=C1)C(=O)N[C@H](C(=O)NC=1SC=C(N1)C1=CC=C2C=CN(C(C2=C1)=O)C)COC (S)-1-(tert-butyl)-N-(3-methoxy-1-((4-(2-methyl-1-oxo-1,2-dihydroisoquinolin-7-yl)thiazol-2-yl)amino)-1-oxopropan-2-yl)-1H-pyrrole-3-carboxamide